C=C1C(NC(C(N1)=O)=CC=1N=CN(C1C(C)C)CC)=O methylene-6-((5-isopropyl-1-ethylimidazol-4-yl)methylene)piperazine-2,5-dione